CC=1N=C(NC1C)C1=NC=CC(=C1)C=1C=NC=C(C1)C(=O)N1CCN(CC1)C(C)=O 1-(4-(2'-(4,5-Dimethyl-1H-imidazol-2-yl)-3,4'-bipyridine-5-carbonyl)piperazin-1-yl)ethanone